NC=1C(NC2=CC=C(C=C2C1C1=C2C=NNC2=C(C=C1)Cl)C1CCN(CC1)C1COC1)=O 3-amino-4-(7-chloro-1H-indazol-4-yl)-6-[1-(oxetan-3-yl)piperidin-4-yl]-1H-quinolin-2-one